C(C)(C)C1=C(NC2=CC=C(C=C12)C=1OC(=NN1)CN1CCNCC1)C1=CC(=NC=C1)C 2-(3-isopropyl-2-(2-methylpyridin-4-yl)-1H-indol-5-yl)-5-(piperazin-1-ylmethyl)-1,3,4-oxadiazole